C(#N)C1=CC=2N(N=C1)C(=CC2)C2=CC(=C(C=N2)C2=NN=C(S2)C2CCC(CC2)C(=O)O)NC 4-[5-(6-{3-cyanopyrrolo[1,2-b]pyridazin-7-yl}-4-(methylamino)pyridin-3-yl)-1,3,4-thiadiazol-2-yl]cyclohexane-1-carboxylic acid